C[C@@]12CCC[C@@](CC1)(N2)C (1R,3s,5S)-1,5-dimethyl-8-azabicyclo[3.2.1]octan